C(CCCCC(=O)OCCC(CCCCCC)CCCCCC)(=O)OCC(COC(CCC(OCCCCCCCC)OCCCCCCCC)=O)COC(CCC(CCCCCC)OC(NCCN1CCCC1)=O)=O 3-((4,4-bis(octyloxy)butanoyl)oxy)-2-(((4-(((2-(pyrrolidin-1-yl)ethyl)carbamoyl)oxy)decanoyl)oxy)methyl)propyl (3-hexylnonyl) adipate